C(C1=CC=CC=C1)[SiH](O[Si](C)(C)O[Si](C)(C)C)CC1=CC=CC=C1 dibenzyl-[(trimethylsiloxy)dimethyl-siloxy]silane